4-[5-(1-hydroxy-1-methyl-ethyl)-2-[[2-[2-(4-piperidyl)ethyl]-2-azaspiro[3.3]heptan-6-yl]oxy]phenyl]-6-methyl-1H-pyrrolo[2,3-c]pyridine-7-one OC(C)(C)C=1C=CC(=C(C1)C=1C2=C(C(N(C1)C)=O)NC=C2)OC2CC1(CN(C1)CCC1CCNCC1)C2